N1(CCCC1)C1=C(C=C2N=C3C(C4=C(C(C3=NC2=C1)=O)N=CC=C4)=O)C(F)(F)F 9-(Pyrrolidin-1-yl)-8-(trifluoromethyl)pyrido[2,3-b]phenazin-5,12-dion